5-((2-(4-((3-(Aminomethyl)-5-chlorobenzyl)amino)butoxy)ethyl)amino)benzo[c][2,6]naphthyridine-8-carboxamide NCC=1C=C(CNCCCCOCCNC2=NC3=C(C4=CN=CC=C24)C=CC(=C3)C(=O)N)C=C(C1)Cl